CC1=CC=C(C=C1)S(=O)(=O)OC[C@H](CO)O (S)-2,3-Dihydroxypropyl 4-methylbenzenesulfonate